C/C(/CCC=O)=C\CCC(C)C (E)-4,8-dimethyl-non-4-enal